O=C1NC(CCC1N1C(C2=CC=C(C=C2C1=O)NC[C@@H]1C[C@H](C1)N1N=CC(=C1)C1=NC=CC(=N1)N1CCN(CC1)C)=O)=O 2-(2,6-dioxopiperidin-3-yl)-5-(((trans-3-(4-(4-(4-methylpiperazin-1-yl)pyrimidin-2-yl)-1H-pyrazol-1-yl)cyclobutyl)methyl)amino)isoindoline-1,3-dione